tert-butyl ((5-chloro-4-(2-cyano-6-fluorophenyl)-2-phenylbenzo[d][1,3]dioxol-2-yl)methyl)carbamate ClC1=C(C2=C(OC(O2)(C2=CC=CC=C2)CNC(OC(C)(C)C)=O)C=C1)C1=C(C=CC=C1F)C#N